C1(CC(CC(C1)C=O)C=O)C=O cis,cis-1,3,5-cyclohexanetricarboxaldehyde